ClCOCC[Si](C)(C)C (2-(chloromethoxy)ethyl)trimethylsilicon